2,6-dimethyl-1-indenone CC=1C(C2=CC(=CC=C2C1)C)=O